C(C)(C)(C)N(C(O)=O)C1=CC=2N(N=C1)C=CC2.CN(C(CCCCCCCCC)=O)C N,N-Dimethyl-decanamide tert-butyl-pyrrolo[1,2-b]pyridazin-3-ylcarbamate